FC(C(C)(O)C=1N=CC=2N(C1)C(=CN2)C2=NC(=CC=C2)N[C@H]2CNCC[C@@H]2F)(F)F 1,1,1-trifluoro-2-(3-(6-(((3S,4S)-4-fluoropiperidin-3-yl)amino)pyridin-2-yl)imidazo[1,2-a]pyrazin-6-yl)propan-2-ol